Dimethyl-sulfamoyl chloride CN(S(=O)(=O)Cl)C